methyl 6-chloro-5-methylsulfanyl-3-(4-morpholinoanilino)pyrazine-2-carboxylate ClC1=C(N=C(C(=N1)C(=O)OC)NC1=CC=C(C=C1)N1CCOCC1)SC